methyl 1-(cyclopropylsulfonyl)indoline-6-carboxylate C1(CC1)S(=O)(=O)N1CCC2=CC=C(C=C12)C(=O)OC